C(C)(C)(C)OC(N(C)CC1=CC2=NC(=CC=C2N1COCC[Si](C)(C)C)C(N)=N)=O.C(C1=CC=CC=C1)[AsH2] benzyl-arsine tert-butyl-((5-carbamimidoyl-1-((2-(trimethylsilyl)ethoxy)methyl)-1H-pyrrolo[3,2-b]pyridin-2-yl)methyl)(methyl)carbamate